C1=CC=CC=2C3=CC=CC=C3N(C12)C1=CC=C(C=C1)C1=CC(=CC=2SC3=CC(=CC(=C3NC12)C1=CC=C(C=C1)N1C2=CC=CC=C2C=2C=CC=CC12)C(C)(C)C)C(C)(C)C 1,9-bis(4-(9H-carbazol-9-yl)phenyl)-3,7-di-tert-butyl-10H-phenothiazine